CC=1C=C(C2=C(C=CO2)C1)B(O)O (5-methylbenzofuran-7-yl)boronic acid